FC=1C=C2C(=C(NC2=C(C1)F)C1=CC=C(C=C1)F)CCC(=O)NC1=CCNC1=O 3-[5,7-difluoro-2-(4-fluorophenyl)-1H-indol-3-yl]-N-(5-oxo-1,2-dihydro-pyrrol-4-yl)propanamide